Heptenyl-Phosphorus C(=CCCCCC)[P]